CC1(CCC(CN1)NC1=NC=C(C(=N1)C1=CNC=2C(N(C(CCC21)(C)C)C=2C=NN(C2)C)=O)C(F)(F)F)C 3-{2-[(6,6-dimethylpiperidin-3-yl)amino]-5-(trifluoromethyl)pyrimidin-4-yl}-6,6-dimethyl-7-(1-methyl-1H-pyrazol-4-yl)-1H,4H,5H,6H,7H,8H-pyrrolo[2,3-c]azepin-8-one